2-(5-methanesulfonyl-2-{[3-(4-{[(1S,4S)-4-{2-oxa-6-azaspiro[3.3]heptan-6-yl}cyclohexyl]amino}-1-(2,2,2-trifluoroethyl)-1H-indol-2-yl)prop-2-yn-1-yl]amino}phenoxy)acetonitrile CS(=O)(=O)C=1C=CC(=C(OCC#N)C1)NCC#CC=1N(C2=CC=CC(=C2C1)NC1CCC(CC1)N1CC2(COC2)C1)CC(F)(F)F